Trans-β-ocimene CC(=CC/C=C(\C)/C=C)C